2-(1,3,4,9-tetrahydro-2H-pyrido[3,4-b]indol-2-yl)benzothiazole C1N(CCC2=C1NC1=CC=CC=C21)C=2SC1=C(N2)C=CC=C1